N[C@H](C(=O)O)CCCCN1C(CCC1)=O (S)-2-amino-6-(2-oxopyrrolidin-1-yl)hexanoic acid